N-cyclopropyl-4-(4-((3-ethyl-9-fluoro-2-oxo-2,3-dihydro-1H-pyrimido[4,5,6-de]quinazolin-8-yl)methyl)piperazin-1-yl)-3-methylbenzamide C1(CC1)NC(C1=CC(=C(C=C1)N1CCN(CC1)CC1=CC=2C3=C(N(C(NC3=C1F)=O)CC)N=CN2)C)=O